3-benzyloxy-estra-1,3,5(10)-triene-17-one C(C1=CC=CC=C1)OC1=CC=2CC[C@H]3[C@@H]4CCC([C@@]4(C)CC[C@@H]3C2C=C1)=O